N-(2,3-dihydro-1,4-benzoxazin-4-yl)-4-morpholino-8-(3,4,5-trifluorophenyl)-1,7-naphthyridine-3-carboxamide O1CCN(C2=C1C=CC=C2)NC(=O)C=2C=NC1=C(N=CC=C1C2N2CCOCC2)C2=CC(=C(C(=C2)F)F)F